C(C)(C)NO N-isopropylhydroxylamine